COC1=C2C=NNC2=C(C=C1)C(=O)N 4-methoxy-1H-indazole-7-carboxamide